2-[[3-[2-chloro-4-fluoro-5-[3-methyl-2,6-dioxo-4-(trifluoromethyl)pyrimidin-1-yl]phenoxy]-2-pyridinyl]oxy]acetic acid ethyl ester C(C)OC(COC1=NC=CC=C1OC1=C(C=C(C(=C1)N1C(N(C(=CC1=O)C(F)(F)F)C)=O)F)Cl)=O